O=S1C=NC=C1 Ketothiazole